C(CCC)(=O)N(C)CC(=O)O N-butyryl-sarcosine